COC1=NN2C(C=CC=C2)=C1 2-methoxypyrazolo[1,5-a]pyridin